C1(=CC=CC=C1)[S+](C1=CC=C(C=C1)OCCCOC1OCCCC1)C1=CC=CC=C1 Diphenyl-(4-(3-((tetrahydro-2H-pyran-2-yl)oxy)propoxy)phenyl)sulfonium